4-((1-(4-(2-(2-Aminopyridin-3-yl)-5-(5-(methoxy-d)pyridin-2-yl)-3H-imidazo[4,5-b]pyridin-3-yl)benzyl)piperidin-4-yl)amino)pyrimidine-2-carbonitrile NC1=NC=CC=C1C1=NC=2C(=NC(=CC2)C2=NC=C(C=C2)OC[2H])N1C1=CC=C(CN2CCC(CC2)NC2=NC(=NC=C2)C#N)C=C1